(4R)-5-(3-amino-4-phosphonooxyphenyl)-4-(tert-butoxycarbonylamino)-2-methylpentanoic acid NC=1C=C(C=CC1OP(=O)(O)O)C[C@@H](CC(C(=O)O)C)NC(=O)OC(C)(C)C